2-(4-(2-acetyl-5-chlorophenyl)-5-methoxy-2-oxopyridin-1(2H)-yl)-3-(1-cyclopropyl-1H-pyrazol-3-yl)-N-(2-methyl-2H-indazol-5-yl)propanamide C(C)(=O)C1=C(C=C(C=C1)Cl)C1=CC(N(C=C1OC)C(C(=O)NC1=CC2=CN(N=C2C=C1)C)CC1=NN(C=C1)C1CC1)=O